C1(=CC=CC=C1)C1=C(C(=C(C(=C(C(=O)[O-])C2=CC=CC=C2)CC2=CC=C(C=C2)CC)C=C1)C=1N=NNC1)C1=CC=CC=C1 bis-phenyltriazolyl-4-ethyl-phenylmethyl-phenylcinnamate